3-(dimethylamino)-1-(2,6-dimethylpyridin-4-yl)propan-1-one CN(CCC(=O)C1=CC(=NC(=C1)C)C)C